1-(2-cyclohexyl-3-(2-fluorophenyl)quinolin-6-yl)-3-(2-hydroxybutyl)urea C1(CCCCC1)C1=NC2=CC=C(C=C2C=C1C1=C(C=CC=C1)F)NC(=O)NCC(CC)O